HEXAHYDROPYRAZOLO[1,2-A]DIAZEPINONE C1(CCN2N1CCCCC2)=O